ClC1=C2CCN([C@@H](C2=C(C=C1)OCC1=NC=CN=C1)CN1C(CCC1)=O)C(=O)[C@H]1[C@H](CCCC1)C(=O)NC (1s,2r)-2-((S)-5-chloro-1-((2-oxopyrrolidin-1-yl)methyl)-8-(pyrazin-2-ylmethoxy)-1,2,3,4-tetrahydroisoquinoline-2-carbonyl)-N-methylcyclohexane-1-carboxamide